imidazol-2-amine trisuccinate C(CCC(=O)O)(=O)O.C(CCC(=O)O)(=O)O.C(CCC(=O)O)(=O)O.N1C(=NC=C1)N